FC=1C=C(C=CC1C1=NC=2C=CNC(C2C(=C1)NC1=NC=C(C=C1)N1CCC(CC1)O)=O)NC(=O)[C@@H]1[C@@H]2CC[C@H](C1)C2 (1R,2S,4S)-N-[3-fluoro-4-[4-[[5-(4-hydroxy-1-piperidyl)-2-pyridyl]amino]-5-oxo-6H-1,6-naphthyridin-2-yl]phenyl]norbornane-2-carboxamide